ClC1=C(C#N)C(=CC=C1)C1=CC2=C(OCCO2)C=C1 2-chloro-6-(2,3-dihydro-1,4-benzodioxin-6-yl)benzonitrile